BrC=1C=C(C(=NC1)N1CCC(CC1)CCN1CCN(CC1)C=1C=C2C(N(C(C2=CC1)=O)C1C(NC(CC1)=O)=O)=O)F 5-[4-[2-[1-(5-bromo-3-fluoro-2-pyridyl)-4-piperidyl]ethyl]piperazin-1-yl]-2-(2,6-dioxo-3-piperidyl)isoindoline-1,3-dione